2-Penten CC=CCC